Cl.NC\C=C(\CN1N=NC2=C1C=C(C=C2C=2C=C(C=CC2)S(=O)(=O)N(C)C)C(=O)N2CCCC2)/F (Z)-3-(1-(4-amino-2-fluorobut-2-en-1-yl)-6-(pyrrolidine-1-carbonyl)-1H-benzo[d][1,2,3]triazol-4-yl)-N,N-dimethylbenzenesulfonamide hydrochloride